N=1N(C=C2C=CC=CC12)[C@@H](C(=O)NC=1SC=CN1)C1=CC=CC=C1 |r| (2RS)-2-indazol-2-yl-2-phenyl-N-thiazol-2-yl-acetamide